CC1CN(CCC1)CC1=CC2=C(C(NC=C2)=O)N1COCC[Si](C)(C)C 2-((3-methylpiperidin-1-yl)methyl)1-((2-(trimethylsilyl)ethoxy)methyl)-1,6-dihydro-7H-pyrrolo[2,3-c]pyridin-7-one